(S)-(1-((3-(3-((3-carbamoyl-5-ethyl-6-(pyrrolidin-1-yl)pyrazin-2-yl)amino)phenoxy)propyl)amino)-1-oxopropan-2-yl)(methyl)carbamate C(N)(=O)C=1C(=NC(=C(N1)CC)N1CCCC1)NC=1C=C(OCCCNC([C@H](C)OC(NC)=O)=O)C=CC1